Ethyl-2-fluoro-5-oxotetrahydro-1H-pyrrolizine-7a(5H)-carboxylate C(C)OC(=O)C12CCC(N2CC(C1)F)=O